benzyl-5-(benzyloxy)-9-(4-fluorophenyl)-2-hydroxy-1,1-dimethyl-1,2,3,9-tetrahydrospiro[carbazole-4,1'-cyclobutane]-3'-carboxylate C(C1=CC=CC=C1)OC(=O)C1CC2(C1)CC(C(C=1N(C3=CC=CC(=C3C12)OCC1=CC=CC=C1)C1=CC=C(C=C1)F)(C)C)O